4-(5-(trifluoromethyl)-1,2,4-oxadiazol-3-yl)phenyl-ethan-1-on FC(C1=NC(=NO1)C1=CC=C(C=C1)C(C)=O)(F)F